NC1=C(C=O)C(=CN=C1OC)C(F)(F)F 3-amino-2-methoxy-5-(trifluoromethyl)isonicotinaldehyde